2-((1H-pyrazol-3-yl)methyl)-6-((6-amino-4-fluoropyridin-2-yl)methyl)-4-methyl-4H-thiazolo[5',4':4,5]pyrrolo[2,3-d]pyridazin-5(6H)-one N1N=C(C=C1)CC=1SC2=C(N(C=3C(N(N=CC32)CC3=NC(=CC(=C3)F)N)=O)C)N1